CN(C=CC(=O)C1CCC1)C 3-(dimethylamino)-1-cyclobutyl-2-propen-1-one